5-((4-([1,2,4]triazolo[1,5-a]pyridin-6-yl)piperidin-1-yl)sulfonyl)-2-methylthiazole N=1C=NN2C1C=CC(=C2)C2CCN(CC2)S(=O)(=O)C2=CN=C(S2)C